N1=CC=CC2=CC=CC(=C12)NC(C(C=C)CCC1=CC=C(C=C1)F)=O N-(8-quinolinyl)-2-p-fluorophenylethyl-3-butenamide